FC=1C=CC=C2C(N(C(N(C12)C)=O)C1=C(C(=CC=C1)C1=CN=C2N1C1=CC=C(C=C1NC2=O)C(C)(C)O)C)=O 8-fluoro-3-(3-(7-(2-hydroxyprop-2-yl)-4-oxo-4,5-dihydroimidazo[1,2-a]quinoxalin-1-yl)-2-methylphenyl)-1-methyl-quinazoline-2,4(1H,3H)-dione